(2S,4R)-2-(3-chloro-2-fluoro-5-vinylbenzylcarbamoyl)-4-fluoropyrrolidine-1-carboxylic acid tert-butyl ester C(C)(C)(C)OC(=O)N1[C@@H](C[C@H](C1)F)C(NCC1=C(C(=CC(=C1)C=C)Cl)F)=O